4-(2-((6-methoxy-2-methylpyridin-3-yl)sulfonyl)-2-azaspiro[3.4]octan-6-yl)morpholine COC1=CC=C(C(=N1)C)S(=O)(=O)N1CC2(C1)CC(CC2)N2CCOCC2